S(=O)(=O)(OC(F)F)OC(F)(F)F (difluoromethyl) (trifluoromethyl) sulfate